OCCCNC1CCC=2NC(C=3C=CC=CC3C21)=O 1-(3-hydroxypropylamino)-1,2,3,4-tetrahydrocyclopenta[c]isoquinolin-5-one